4-oxo-3-phenylthiazole O=C1N(CSC1)C1=CC=CC=C1